3-cyanobenzenesulfinic acid sodium salt [Na+].C(#N)C=1C=C(C=CC1)S(=O)[O-]